O(C)OC(=O)C1=CC(=CC(=C1)C(=O)OOC)C(=O)OOC 1,3,5-tri(methoxyl-carboxyl)benzene